C1(CC1)C=1C(=NC(=NC1)NC1=C(C=C(C(=C1)C=1C=NN(C1)C)N1CCC(CC1)N1CCN(CC1)C)OC)NC=1C(=C2N=CC=NC2=CC1)NS(=O)(=O)C N-(6-((5-cyclopropyl-2-((2-methoxy-5-(1-methyl-1H-pyrazol-4-yl)-4-(4-(4-methylpiperazin-1-yl)piperidin-1-yl)phenyl)amino)pyrimidin-4-yl)amino)quinoxalin-5-yl)methanesulfonamide